CC1=CC(=C(C(=C1)C)N2CCN(C2=[Ru](=CC3=C(C=CC(=C3)S(=O)(=O)N(C)C)OC(C)C)(Cl)Cl)C4=C(C=C(C=C4C)C)C)C 1,3-Bis(2,4,6-trimethylphenyl)-4,5-dihydroimidazol-2-ylidene[2-(i-propoxy)-5-(N,N-dimethylaminosulfonyl)phenyl]methyleneruthenium(II) dichloride